FC=1C(NC(N([C@H]2C[C@H](O)[C@@H](CO)O2)C1)=O)=O Deoxy-5-fluorouridine